1,1,1,3,3,3-hexafluoro-2-methylpropane-2-ol FC(C(C(F)(F)F)(O)C)(F)F